2,2'-thiodiethylenebis[3-(3,5-di-tert-butyl-4-hydroxyphenyl)propionate] S(CCC(C(=O)[O-])CC1=CC(=C(C(=C1)C(C)(C)C)O)C(C)(C)C)CCC(C(=O)[O-])CC1=CC(=C(C(=C1)C(C)(C)C)O)C(C)(C)C